FC1=C(C=CC(=C1F)OC)C1=CN=C(N1C)C(=O)NC1=CC(=C(C=C1)C(NCCCOCCN(C)C)=O)CC 5-(2,3-Difluoro-4-methoxyphenyl)-N-[4-[3-[2-(dimethylamino)ethoxy]propylcarbamoyl]-3-ethylphenyl]-1-methylimidazol-2-carboxamid